8-Bromo-N-((4R,5S,7R,8R,9S,10R)-8,10-dihydroxy-7-(hydroxymethyl)-9-(4-(3,4,5-trifluorophenyl)-1H-1,2,3-triazol-1-yl)-1,6-dioxaspiro[4.5]decan-4-yl)quinoline-5-carboxamide BrC1=CC=C(C=2C=CC=NC12)C(=O)N[C@@H]1CCO[C@]12O[C@@H]([C@@H]([C@@H]([C@H]2O)N2N=NC(=C2)C2=CC(=C(C(=C2)F)F)F)O)CO